6-methoxypyridinecarbonitrile COC1=CC=CC(=N1)C#N